CC(C(C)O)(C=CC1C(C(=CC1)C)(C)C)C 3,3-dimethyl-5-(2,2,3-trimethyl-3-cyclopenten-1-yl)-4-pentene-2-ol